(S)-2-(1-(9H-purin-6-ylamino)propyl)-3-(3-fluorophenyl)-4H-chromen-4-one hemi-fumarate C(\C=C\C(=O)O)(=O)O.N1=CN=C2NC=NC2=C1N[C@@H](CC)C=1OC2=CC=CC=C2C(C1C1=CC(=CC=C1)F)=O.N1=CN=C2NC=NC2=C1N[C@@H](CC)C=1OC2=CC=CC=C2C(C1C1=CC(=CC=C1)F)=O